ON([C@@H](CO)C(=O)O)C1=CC=CC=C1 hydroxyphenylserine